CC1SC2=C(N1C)C=CC=C2 2,3-dimethyl-1,3-benzothiazole